4-Bromo-1-(difluoromethoxy)-2-fluorobenzene BrC1=CC(=C(C=C1)OC(F)F)F